[C@H](C)(CC)[C@@H]1NCC2=C(NC1=O)C=NC=C2F (S)-3-((S)-sec-butyl)-6-fluoro-1,3,4,5-tetrahydro-2H-pyrido[3,4-e][1,4]diazepine-2-one